(S)-N-(1-(3-(2-cyclopropylpyridin-4-yl)-1,2,4-oxadiazol-5-yl)ethyl)-2-methylisonicotinamide C1(CC1)C1=NC=CC(=C1)C1=NOC(=N1)[C@H](C)NC(C1=CC(=NC=C1)C)=O